O=C1OC=2C=CC=CC2C2=C1CC(=CO2)C#N 5-oxo-4H,5H-pyrano[3,2-c]chromene-3-carbonitrile